Europium-Gadolinium-Samarium-Oxid [O-2].[Sm+3].[Gd+3].[Eu+3]